CCCCCCCCCCCCCCCCCC(=O)OC[C@H](COP(=O)([O-])OC[C@@H](C(=O)[O-])[NH3+])OC(=O)CCC/C=C\\C/C=C\\C/C=C\\C/C=C\\CCCCC The molecule is a phosphatidylserine 38:4 that is the conjugate base of 1-stearoyl-2-arachidonoyl-sn-glycero-3-phosphoserine; major species at pH 7.3. It is a conjugate base of a 1-stearoyl-2-arachidonoyl-sn-glycero-3-phosphoserine.